C(C)(C)N(C(C)C)[SiH2]I (di-iso-propylamino)iodosilane